3-(4-oxo-3H-pyrido[2,3-d]pyrimidin-2-yl)propanoic acid trifluoroacetic acid salt FC(C(=O)O)(F)F.O=C1C2=C(N=C(N1)CCC(=O)O)N=CC=C2